C(C)(C)N1C(CC2=CC(=CC=C12)C(=O)O)(C(=O)N1CCOCC1)C 1-isopropyl-2-methyl-2-(morpholine-4-carbonyl)indoline-5-carboxylic acid